O(C1=CC=CC=C1)C1=CC=C(C=C1)NC=1C2=CNC=3N=CN=C(N(N1)C1CC(C1)NC(C=C)=O)C32 N-(3-(3-((4-phenoxyphenyl)amino)-1,4,5,6,8-pentazaacenaphthylen-5(1H)-yl)cyclobutyl)acrylamide